ClC1=C(C=CC=C1)[C@@H](C)OC(=O)NC1=C(SC=C1)C1=CC=C(C(=N1)C)NC(=O)C1C(C1C(=O)O)(F)F 3-((6-(3-((((R)-1-(2-chloro-phenyl)ethoxy)carbonyl)-amino)thiophen-2-yl)-2-methylpyridin-3-yl)carbamoyl)-2,2-difluorocyclopropane-1-carboxylic acid